7-(2-fluoropyridin-4-yl)-2,3-dihydrofuro[3,2-c]pyridin FC1=NC=CC(=C1)C=1C2=C(C=NC1)CCO2